6-(trifluoromethyl)benzamide tert-butyl-4-[6-(4-morpholinopyrido[3,2-d]pyrimidin-2-yl)-2-pyridyl]piperidine-1-carboxylate C(C)(C)(C)OC(=O)N1CCC(CC1)C1=NC(=CC=C1)C=1N=C(C2=C(N1)C=CC=N2)N2CCOCC2.FC(C2=CC=CC=C2C(=O)N)(F)F